tetrabromocyclopentane Tert-butyl-4-[2-[4-[(1S)-1-(4-chlorophenyl)-7-isopropoxy-6-methoxy-3-oxo-1,4-dihydroisoquinolin-2-yl]-N-methyl-anilino]ethyl]piperidine-1-carboxylate C(C)(C)(C)OC(=O)N1CCC(CC1)CCN(C1=CC=C(C=C1)N1[C@H](C2=CC(=C(C=C2CC1=O)OC)OC(C)C)C1=CC=C(C=C1)Cl)C.BrC1(C(CCC1)(Br)Br)Br